hexadecyl n-decanoate C(CCCCCCCCC)(=O)OCCCCCCCCCCCCCCCC